FC([C@H]1N(S(OC1)=O)C(=O)OC(C)(C)C)(F)F tert-butyl (4S)-4-(trifluoromethyl)-1,2,3-oxathiazolidine-3-carboxylate 2-oxide